N[13C](N)=O 13C-urea